racemic-benzo[d][1,3]dioxol-5-yl-(pyridin-2-yl)methanol O1COC2=C1C=CC(=C2)[C@@H](O)C2=NC=CC=C2 |r|